1-DECANE-SULFONIC ACID C(CCCCCCCCC)S(=O)(=O)O